tert-butyl 3-(trifluoromethyl)piperazine-1-carboxylate FC(C1CN(CCN1)C(=O)OC(C)(C)C)(F)F